ethyl 2-(3-chloro-5-(trifluoromethyl) pyridin-2-yl)-2-cyanoacetate ClC=1C(=NC=C(C1)C(F)(F)F)C(C(=O)OCC)C#N